5-Bromo-N'-(cyclopropanecarbonyl)-1-(3-fluoro-4-methylbenzoyl)-2-oxo-2,3-dihydro-1H-benzo[b]azepine-4-Carbohydrazide BrC=1C2=C(N(C(CC1C(=O)NNC(=O)C1CC1)=O)C(C1=CC(=C(C=C1)C)F)=O)C=CC=C2